NC1=C(C=C(C=C1)C1=CC(=C(C=C1)N)O)O 4,4'-diamino[1,1'-biphenyl]-3,3'-diol